C(C)(C)OC(CNC(=O)[C@H]1[C@@H](CC[C@H](C1)C)C(C)C)=O [(1R,2S,5R)-5-Methyl-2-isopropyl-cyclohexanecarbonyl]aminoacetic acid isopropylester